4-bromo-N-(2-(1-methylhydrazinyl)ethyl)aniline BrC1=CC=C(NCCN(N)C)C=C1